(4aS,5aS)-3-iodo-1-(4-methoxybenzyl)-4,4a,5,5a-tetrahydro-1H-cyclopropa[4,5]-cyclopenta[1,2-c]pyrazole IC=1C2=C(N(N1)CC1=CC=C(C=C1)OC)[C@@H]1[C@H](C2)C1